2-(3-(pyridin-4-yloxy)pyrrolidin-1-yl)acetamide N1=CC=C(C=C1)OC1CN(CC1)CC(=O)N